rac-N-(2-(4,4-difluorocyclohexyl)-4-(2,5-difluorophenyl)pyridin-3-yl)-5-fluoro-6-(pyrrolidin-2-yl)nicotinamide trifluoroacetate FC(C(=O)O)(F)F.FC1(CCC(CC1)C1=NC=CC(=C1NC(C1=CN=C(C(=C1)F)[C@@H]1NCCC1)=O)C1=C(C=CC(=C1)F)F)F |r|